[Cu]=O.[Al] aluminium-copper oxide